C(C1=CC=CC=C1)NCC1=CC(=C(C=C1)F)C1=CNC2=NC=C(C=C21)C2=CC(=CC=C2)CN2CCN(CC2)C Benzyl-(4-fluoro-3-{5-[3-(4-methyl-piperazin-1-ylmethyl)-phenyl]-1H-pyrrolo[2,3-b]pyridin-3-yl}-benzyl)-amine